(2r,7as)-2-fluoro-1H-pyrrol FC=1NC=CC1